Cl.N1(CCOCC1)C1=NC(=NC(=N1)N1C2COCC1CC2)C2=CC=C(C=C2)NC(=O)NC2=CC=NC=C2 N-[4-[4-(4-Morpholinyl)-6-(3-oxa-8-azabicyclo[3.2.1]oct-8-yl)-1,3,5-triazin-2-yl]phenyl]-N'-4-pyridinylurea hydrochloride